((2-(6-(3-cyclopropyl-1H-1,2,4-triazol-1-yl)-2-azaspiro[3.3]heptane-2-carbonyl)-2-azaspiro[3.3]heptan-6-ylidene)methyl)boronic acid C1(CC1)C1=NN(C=N1)C1CC2(CN(C2)C(=O)N2CC3(C2)CC(C3)=CB(O)O)C1